(1-(tert-butoxycarbonyl)-5-cyano-1H-indol-2-yl)boronic acid C(C)(C)(C)OC(=O)N1C(=CC2=CC(=CC=C12)C#N)B(O)O